N[C@H]1[C@@H](CC=C[C@@H]1O)C1=C(C2=NC(=CC(=C2S1)NCC=1SC=CC1)Cl)Br (1s,5r,6s)-6-amino-5-(3-bromo-5-chloro-7-((thiophen-2-ylmethyl)amino)thieno[3,2-b]pyridin-2-yl)cyclohex-2-en-1-ol